N,N-dimethylaminobutyl-methacrylamide [(2R)-2-amino-4-(4-heptoxyphenyl)-2-methylbutyl]dihydrogenphosphate N[C@@](COP(=O)(O)O)(CCC1=CC=C(C=C1)OCCCCCCC)C.CNN(C(C(=CCCCC)C)=O)NC